tert-butyl-(E)-4-(2-((4-fluoro-1-(2-fluorophenyl) piperidin-4-yl) methylene)-1-oxo-2,3-dihydro-1H-inden-5-yl)-3,6-dihydropyridine-1(2H)-carboxylate C(C)(C)(C)OC(=O)N1CCC(=CC1)C=1C=C2C\C(\C(C2=CC1)=O)=C/C1(CCN(CC1)C1=C(C=CC=C1)F)F